N2-ethyl-N4-(furan-2-ylmethyl)quinazoline-2,4-diamine C(C)NC1=NC2=CC=CC=C2C(=N1)NCC=1OC=CC1